3-(5-methyl-1,3-thiazol-2-yl)-5-{[(3R)-5-oxomorpholin-3-yl]methoxy}benzoic acid CC1=CN=C(S1)C=1C=C(C(=O)O)C=C(C1)OC[C@@H]1NC(COC1)=O